4-bromo-1-(2-fluorophenyl)-5-(pyridazin-4-yl)-1H-pyrazol-3-ol BrC=1C(=NN(C1C1=CN=NC=C1)C1=C(C=CC=C1)F)O